C(=O)(O)C=1C(=C(C(=O)NC(C2=C(C(=CC(=C2)O)CC(=O)O)O)=O)C=C(C1)O)O N-(3-carboxy-2,5-dihydroxybenzoyl)3-carboxymethyl-2,5-dihydroxybenzamide